S(=O)(=O)([O-])[O-].[Mg+2] Magnesium Sulphate salt